tert-Butyl ((3S,5R)-1-(3-bromo-5-nitropyridin-4-yl)-5-methylpiperidin-3-yl)carbamate BrC=1C=NC=C(C1N1C[C@H](C[C@H](C1)C)NC(OC(C)(C)C)=O)[N+](=O)[O-]